ethyl 6-(((3R,5S)-5-(((R)-1-(4-carbamimidoylthiophen-2-yl)ethyl)carbamoyl)-3-fluoro-1-((4-phenoxybenzoyl)glycyl)pyrrolidin-3-yl)methoxy)hexanoate C(N)(=N)C=1C=C(SC1)[C@@H](C)NC(=O)[C@@H]1C[C@](CN1C(CNC(C1=CC=C(C=C1)OC1=CC=CC=C1)=O)=O)(F)COCCCCCC(=O)OCC